NCC1=CC(=C(C=C1)NC(=O)C1=CC2=C(OCCC3=C2SC=C3)C=C1C=1C(=NC(=CC1)C(NCCC)=O)C(=O)OC)OCC methyl 3-(9-((4-(aminomethyl)-2-ethoxyphenyl)carbamoyl)-4,5-dihydrobenzo[b]thieno[2,3-d]oxepin-8-yl)-6-(propylcarbamoyl)picolinate